OC(CCCCCCCC=CC(=O)O)CCCCCCCCC 11-hydroxycosenoic acid